N-(2-(2-(2H-tetrazol-5-yl)phenyl)-6-(benzyl(propyl)amino)pyridin-4-yl)-1-(3-fluorophenyl)cyclopropanecarboxamide N=1NN=NC1C1=C(C=CC=C1)C1=NC(=CC(=C1)NC(=O)C1(CC1)C1=CC(=CC=C1)F)N(CCC)CC1=CC=CC=C1